The molecule is a fluorobenzoyl-CoA that results from the formal condensation of the thiol group of coenzyme A with the carboxy group of 3-fluorobenzoic acid. It derives from a benzoyl-CoA and a 3-fluorobenzoic acid. CC(C)(COP(=O)(O)OP(=O)(O)OC[C@@H]1[C@H]([C@H]([C@@H](O1)N2C=NC3=C(N=CN=C32)N)O)OP(=O)(O)O)[C@H](C(=O)NCCC(=O)NCCSC(=O)C4=CC(=CC=C4)F)O